1-(6-(4-benzylpiperazin-1-yl)-1-methyl-1H-indazol-3-yl)dihydropyrimidine-2,4(1H,3H)-dione C(C1=CC=CC=C1)N1CCN(CC1)C1=CC=C2C(=NN(C2=C1)C)N1C(NC(CC1)=O)=O